N1CCOCC1 (3S)-morpholin